4-((4-((5-cyclopropyl-3-(2-(trifluoromethyl)phenyl)isoxazol-4-yl)methoxy)bicyclo[2.2.2]octan-1-yl)methoxy)isoquinoline-1-carboxylic acid C1(CC1)C1=C(C(=NO1)C1=C(C=CC=C1)C(F)(F)F)COC12CCC(CC1)(CC2)COC2=CN=C(C1=CC=CC=C21)C(=O)O